1-((3R,4S)-3-((4-Amino-5-(2-methyl-3-(2,2,2-trifluoroethyl)-3H-imidazo[4,5-b]pyridin-5-yl)pyrrolo[2,1-f][1,2,4]triazin-2-yl)amino)-4-fluoropyrrolidin-1-yl)ethan-1-one NC1=NC(=NN2C1=C(C=C2)C2=CC=C1C(=N2)N(C(=N1)C)CC(F)(F)F)N[C@@H]1CN(C[C@@H]1F)C(C)=O